COC1=C(C=CC(=C1)C)S(=O)(=O)NC(=O)C=1C(=NC(=CC1)N1N=C(C=C1)OCC1(CC1)C(F)(F)F)N1C(C[C@@H](C1)C)(C)C N-(2-methoxy-4-methyl-phenyl)sulfonyl-6-[3-[[1-(trifluoromethyl)cyclopropyl]methoxy]pyrazol-1-yl]-2-[(4S)-2,2,4-trimethylpyrrolidin-1-yl]pyridine-3-carboxamide